1-(2-methoxyethyl)-1-methylpyrrolium COCC[N+]1(C=CC=C1)C